CC=1N=C(N(C1C)CCCC(=O)N)C1=NC=CC=C1 4-[4,5-dimethyl-2-(pyridin-2-yl)-1H-imidazol-1-yl]butanamide